(S)-3-(5-(difluoromethoxy)pyridin-3-yl)-N-(3-methyl-1,1-dioxidotetrahydrothiophen-3-yl)-1-(tetrahydro-2H-pyran-4-yl)-1H-pyrazolo[4,3-c]pyridine-6-carboxamide FC(OC=1C=C(C=NC1)C1=NN(C2=C1C=NC(=C2)C(=O)N[C@@]2(CS(CC2)(=O)=O)C)C2CCOCC2)F